3-methylquinoline-6-carbaldehyde CC=1C=NC2=CC=C(C=C2C1)C=O